tert-Butyl 4-((4-(4-((2,3-dihydro-1H-inden-4-yl)oxy)butyl)phenyl)carbamoyl)piperazine-1-carboxylate C1CCC2=C(C=CC=C12)OCCCCC1=CC=C(C=C1)NC(=O)N1CCN(CC1)C(=O)OC(C)(C)C